5-Fluoro-2-oxo-1,2-dihydroquinoline-8-carbonitrile FC1=C2C=CC(NC2=C(C=C1)C#N)=O